methyl (1-(4-cyano-2-methoxybenzyl)-7-(((5-methylisoxazol-3-yl)methyl)amino)-1H-pyrazolo[4,3-d]pyrimidin-5-yl)carbamate C(#N)C1=CC(=C(CN2N=CC=3N=C(N=C(C32)NCC3=NOC(=C3)C)NC(OC)=O)C=C1)OC